OC(CC1=NN=CN1C)C=1C=C(C=CC1)N1C(C2=CC=CC(=C2C1)C(F)(F)F)=O 2-(3-(1-hydroxy-2-(4-methyl-4H-1,2,4-triazol-3-yl)ethyl)-phenyl)-4-(trifluoromethyl)isoindolin-1-one